4-nitrophenyl-β-D-glucuronic acid C1=CC(=CC=C1[N+](=O)[O-])O[C@H]2[C@@H]([C@H]([C@@H]([C@H](O2)C(=O)O)O)O)O